NC1=NC2=C(N1C)C=C(C=C2)C=2C(N(C1=NC(=CC=C1C2)OCC(F)(F)F)C2=CC=C(C=C2)OC)=O 3-(2-amino-1-methyl-1H-benzo[d]imidazol-6-yl)-1-(4-methoxyphenyl)-7-(2,2,2-trifluoroethoxy)-1,8-naphthyridin-2(1H)-one